azelaic acid bis(2-ethylhexyl) ester C(C)C(COC(CCCCCCCC(=O)OCC(CCCC)CC)=O)CCCC